(4-bromo-3-fluorobiphenyl-2-yl)-2-chloroacetamide BrC1=C(C(=C(C=C1)C1=CC=CC=C1)C(C(=O)N)Cl)F